5-methylpyrimido[1,6-a][1,4]diazepin-9-yl-2,4,6-triisopropylbenzenesulfonate CC1=CC=NC=C2N1C=NC(=C2)OS(=O)(=O)C2=C(C=C(C=C2C(C)C)C(C)C)C(C)C